ClC=1C=C(C=CC1OC)C1=C(C=C(C=C1)NC(=O)N1CCC(CC1)C)C=1N=NNN1 N-(3'-chloro-4'-methoxy-2-(2H-tetrazol-5-yl)-[1,1'-biphenyl]-4-yl)-4-methylpiperidine-1-carboxamide